1,4-bis(diphenyl-(4-vinylphenyl)silyl)benzene C1(=CC=CC=C1)[Si](C1=CC=C(C=C1)[Si](C1=CC=C(C=C1)C=C)(C1=CC=CC=C1)C1=CC=CC=C1)(C1=CC=C(C=C1)C=C)C1=CC=CC=C1